1-[(1R,2R,5R)-6,6-difluoro-2-bicyclo[3.1.0]hexyl]-3-[[2-(difluoromethoxy)pyridin-4-yl]methyl]urea FC1([C@@H]2CC[C@H]([C@H]12)NC(=O)NCC1=CC(=NC=C1)OC(F)F)F